(3S)-3-aminopent-4-ynylamide trifluoroacetate salt FC(C(=O)[O-])(F)F.N[C@@H](CC[NH-])C#C